FC1(CN(C[C@@H](C1)CO)C(=O)OC(C)(C)C)F |r| racemic-tertbutyl 3,3-difluoro-5-(hydroxymethyl)piperidine-1-carboxylate